2,3-dimethyl-thienopyrazine CC1=NC2=C(N=C1C)SC=C2